O=C1CC2(C1)CN(C2)C2=NC=1N(C=C2)N=CC1C(=O)N 5-(2-oxo-6-azaspiro[3.3]heptane-6-yl)pyrazolo[1,5-a]pyrimidine-3-carboxamide